FC1=C(C=CC(=C1)F)C1=C(C=C2C(NC(N3C2=C1OCC3)=O)=O)C(F)(F)F 10-(2,4-difluorophenyl)-9-(trifluoromethyl)-2,3-dihydro-5H-[1,4]oxazino[2,3,4-ij]quinazoline-5,7(6H)-dione